methyl 4-bromo-1-(4-methoxybenzyl)-1'-methyl-2-oxospiro[indoline-3,3'-pyrrolidine]-6-carboxylate BrC1=C2C(=CC(=C1)C(=O)OC)N(C(C21CN(CC1)C)=O)CC1=CC=C(C=C1)OC